(1-(4-(3,4-dichlorophenyl)-5-(isopropylsulfanyl)thiazol-2-yl)-3-methyl-4-o-tolyl-1H-pyrazol-5-yl)methanone ClC=1C=C(C=CC1Cl)C=1N=C(SC1SC(C)C)N1N=C(C(=C1C=O)C1=C(C=CC=C1)C)C